NC1=NN2C(N=CC=C2)=C1C(=O)N[C@H](C)C=1N(C(C=2C(=CC=C3C2C1C=C3)C#CC=3C=NN(C3)C)=O)C3=CC=CC=C3 (R)-2-amino-N-(1-(8-((1-methyl-1H-pyrazol-4-yl)ethynyl)-1-oxo-2-phenyl-1,2-dihydrocyclopenta[de]isoquinolin-3-yl)ethyl)pyrazolo[1,5-a]pyrimidine-3-carboxamide